2-methyl-N-[2-(trifluoromethyl)benzyl]-6-({[2-(trifluoromethyl)phenyl]carbonyl}amino)-1,3-benzoxazole-4-carboxamide CC=1OC=2C(N1)=C(C=C(C2)NC(=O)C2=C(C=CC=C2)C(F)(F)F)C(=O)NCC2=C(C=CC=C2)C(F)(F)F